3-methoxy-N-methyl-4-[3-[7-[(1-methyl-4-piperidyl)amino]-3-(trifluoromethylsulfanyl)pyrazolo[1,5-a]pyridin-2-yl]prop-2-ynylamino]benzamide COC=1C=C(C(=O)NC)C=CC1NCC#CC1=NN2C(C=CC=C2NC2CCN(CC2)C)=C1SC(F)(F)F